4-(4-chlorophenyl)pyrrolidine ClC1=CC=C(C=C1)C1CCNC1